Cl.NC1CC(C1)(O)C trans-3-amino-1-methylcyclobutan-1-ol hydrochloride